FC1(C2CC2C=2C=NNC12)F 5,5-difluoro-7,8-diazatricyclo[4.3.0.02,4]nona-1(6),8-dien